5-(4,4,5,5-tetramethyl-1,3,2-dioxaborolan-2-yl)-2-((4-(trifluoromethyl)benzyl)oxy)pyridine CC1(OB(OC1(C)C)C=1C=CC(=NC1)OCC1=CC=C(C=C1)C(F)(F)F)C